1-(2-((tert-butoxycarbonyl)amino)propyl)-5-methyl-1H-pyrrole-3-carboxylic acid C(C)(C)(C)OC(=O)NC(CN1C=C(C=C1C)C(=O)O)C